(2S)-N-[(1S)-1-(2-Amino-2-oxo-ethyl)-3-(1-methylimidazol-4-yl)prop-2-ynyl]-1-[1-[4-(trifluoromethoxy)phenyl]cyclopropanecarbonyl]pyrrolidine-2-carboxamide NC(C[C@@H](C#CC=1N=CN(C1)C)NC(=O)[C@H]1N(CCC1)C(=O)C1(CC1)C1=CC=C(C=C1)OC(F)(F)F)=O